ClC=1C=C(C(=NC1)OC(F)F)N1N=C(C=C1OC)C1=C(C=CC=C1F)F 5-chloro-2-(difluoromethoxy)-3-(3-(2,6-difluorophenyl)-5-methoxy-1H-pyrazol-1-yl)pyridine